BrCCCCOC1=CC=C(C=C1)C1CCN(CC1)C=1C=C(C=NC1)C(F)(F)F 5-(4-(4-(4-bromobutoxy)phenyl)piperidin-1-yl)-3-(trifluoromethyl)pyridine